2,6-dimethyl-4-cyanoaniline CC1=C(N)C(=CC(=C1)C#N)C